FC1=C(C=CC(=C1)F)C(F)(F)C1=NC=CC=C1 ((2,4-difluorophenyl)difluoromethyl)pyridine